CC1=C(C(=CC(=C1)C)C)S(=O)[O-] 2,4,6-trimethylbenzenesulfinate